(3-(2-Chloroacetamido)benzyl)(5-cyclopropyl-3-isopropylpyrazolo[1,5-a]pyrimidin-7-yl)carbamic acid tert-butyl ester C(C)(C)(C)OC(N(C1=CC(=NC=2N1N=CC2C(C)C)C2CC2)CC2=CC(=CC=C2)NC(CCl)=O)=O